1-(prop-2-yn-1-yl)-5-nitro-1H-indole-3-carbonitrile C(C#C)N1C=C(C2=CC(=CC=C12)[N+](=O)[O-])C#N